OC1=CC=C(C=2C(C3=CC=CC=C3C(C12)=O)=O)NC1=CC=C(C=C1)C 1-hydroxy-4-(p-toluidinyl)-anthraquinone